Dioxapyrrolidin-1-yl acrylate C(C=C)(=O)ON1OOCC1